tert-butyl N-[(3S)-1-indolin-5-ylsulfonylpyrrolidin-3-yl]carbamate N1CCC2=CC(=CC=C12)S(=O)(=O)N1C[C@H](CC1)NC(OC(C)(C)C)=O